2-[[[(2-chloroethyl)nitrosoamino]carbonyl]amino]-2-deoxy-D-glucopyranose (5-((2,6-dioxopiperidin-3-yl)amino)pyridazin-3-yl)methyl-methanesulfonate O=C1NC(CCC1NC=1C=C(N=NC1)CCS(=O)(=O)O)=O.ClCCN(C(=O)N[C@H]1C(O)O[C@@H]([C@H]([C@@H]1O)O)CO)N=O